phenyl-1,3-phenylenediamine C1(=CC=CC=C1)NC=1C=C(C=CC1)N